N-(3-methyltetrahydrofuran-3-yl)-2-(2-pyridyl)-5,6,7,8-tetrahydropyrido[3,2-d]pyrimidin-4-amine CC1(COCC1)NC=1C2=C(N=C(N1)C1=NC=CC=C1)CCCN2